FC1=CC(=C(C(=O)OC)C=C1)OCCOC methyl 4-fluoro-2-(2-methoxyethoxy)benzoate